COC1=CC=2N(C=C1C(=O)NC1=NC(=CC=C1)OC)C=C(N2)C21CC(OC13COC3)(C2)C 7-methoxy-N-(6-methoxypyridin-2-yl)-2-(4-methyl-3-oxaspiro[bicyclo[2.1.1]hexane-2,3'-oxetane]-1-yl)imidazo[1,2-a]pyridine-6-carboxamide